2-(3-((2-methyl-4-(2',3',4',5'-tetrahydro-[1,1'-biphenyl]-4-yl)-1H-benzo[d]imidazol-1-yl)methyl)phenyl)acetic acid CC1=NC2=C(N1CC=1C=C(C=CC1)CC(=O)O)C=CC=C2C2=CC=C(C=C2)C=2CCCCC2